N-(1-cyano-1-methyl-ethyl)-4-[3-(2-methoxy-4-pyridinyl)propionylamino]pyridine-2-carboxamide C(#N)C(C)(C)NC(=O)C1=NC=CC(=C1)NC(CCC1=CC(=NC=C1)OC)=O